FC1=C(C(=C(C(=C1[B-](C1=C(C(=C(C(=C1F)F)F)F)F)(C1=C(C(=C(C(=C1F)F)F)F)F)C1=C(C(=C(C(=C1F)F)F)F)F)F)F)F)F.C[NH+](C1=CC=CC=C1)C N,N-dimethylanilinium penta-fluorophenyltri(pentafluorophenyl)borate